FC=1C=C(OC2=C(N=NN2)C(=O)O)C=CC1C#CC=1C=NN(C1)C 5-(3-fluoro-4-((1-methyl-1H-pyrazol-4-yl)ethynyl)phenoxy)-1H-1,2,3-triazole-4-carboxylic acid